4-(PYRIDIN-2-YL-AMINOCARBONYL)BENZENEBORONIC ACID N1=C(C=CC=C1)NC(=O)C1=CC=C(C=C1)B(O)O